[Si](C)(C)(C(C)(C)C)NS(=O)(=N)C1=CN=C(S1)[C@](COCCOC)(C)O N-(tert-butyldimethylsilyl)-2-((R)-2-hydroxy-1-(2-methoxyethoxy)propan-2-yl)thiazole-5-sulfonimidamide